OC1=C(C=CC(=C1)C)C=1SC[C@H](N1)C=O (R)-2-(2-hydroxy-4-methylphenyl)-4,5-dihydrothiazole-4-carbaldehyde